N1[C@@H](CCC1)C(=O)[O-] prolineate